2-(3-oxa-8-azabicyclo[3.2.1]oct-8-yl)benzoic acid methyl ester COC(C1=C(C=CC=C1)N1C2COCC1CC2)=O